C(CCCCCCCCCCCCCCCC)(=O)[O-] heptdecanoate